5-(2,3-dihydro-1H-inden-4-yl)-3-(1-methyl-1H-pyrazol-4-yl)-1-((2-(trimethylsilyl)ethoxy)methyl)-1H-pyrazolo[4,3-b]pyridine-6-carbaldehyde C1CCC2=C(C=CC=C12)C1=C(C=C2C(=N1)C(=NN2COCC[Si](C)(C)C)C=2C=NN(C2)C)C=O